BrC=1C(=CC=2C3=C(C(=NC2C1F)SC)N=NN3[C@@H]3C[C@H](N(CC3)C(=O)OC(C)(C)C)CC#N)C(F)(F)F tert-butyl (2S,4S)-4-(7-bromo-6-fluoro-4-(methylthio)-8-(trifluoromethyl)-1H-[1,2,3]triazolo[4,5-c]quinolin-1-yl)-2-(cyanomethyl)piperidine-1-carboxylate